(1-(4-(1-(3-fluorocyclobutyl)-6-oxo-1,6-dihydropyrimidin-5-yl)phenyl)cyclopropyl)-1-i-propyl-1H-pyrazolo[3,4-d]pyrimidine-6-carboxamide FC1CC(C1)N1C=NC=C(C1=O)C1=CC=C(C=C1)C1(CC1)C1=NN(C2=NC(=NC=C21)C(=O)N)C(C)C